O=S1(CCN(CC1)C(=O)C1=CC(=C(C=C1)NCC#C)OC)=O (1,1-dioxidothiomorpholino)(3-methoxy-4-(prop-2-yn-1-ylamino)phenyl)methanone